Triazolo[1',5':1,6]Pyrido[3,4-b]Indole N1=NC=C2C=C3C(NC4=CC=CC=C34)=CN21